Isopropyl ((perfluorophenoxy)(phenoxy)phosphoryl)-L-leucinate FC1=C(OP(=O)(OC2=CC=CC=C2)N[C@@H](CC(C)C)C(=O)OC(C)C)C(=C(C(=C1F)F)F)F